7-(3-(2-fluorophenoxy)-7,8-dihydro-1,6-naphthyridin-6(5H)-yl)-2,8-dimethyl-4H-pyrimido[1,2-b]pyridazin-4-one FC1=C(OC=2C=NC=3CCN(CC3C2)C=2C(=CC=3N(N2)C(C=C(N3)C)=O)C)C=CC=C1